ClC1=C(CNC(CC)=O)C=CC=C1 N-(2-chlorobenzyl)propanamide